C(C)(C)(C)OC(=O)N1C[C@@H](CCC1)OC1=NC=2N(C(=C1)N(CC1=CC(=CC=C1)[N+](=O)[O-])C(=O)OC(C)(C)C)N=CC2C(C)C (R)-3-((7-((tert-butoxycarbonyl)(3-nitrobenzyl)amino)-3-isopropylpyrazolo[1,5-a]pyrimidin-5-yl)oxy)piperidine-1-carboxylic acid tert-butyl ester